N-[(3,5-dichlorophenyl)methyl]-5-oxo-1-prop-2-yn-1-ylpyrrolidine-3-carboxamid ClC=1C=C(C=C(C1)Cl)CNC(=O)C1CN(C(C1)=O)CC#C